4-((methylamino)methyl)piperidine CNCC1CCNCC1